C12CN(CC(O1)C2)C2=NN=C(S2)C=2C(=CC(=NC2)C2=CC=C1N2N=CC(=C1)C#N)N[C@H](C)C#N 7-(5-(5-(6-oxa-3-azabicyclo[3.1.1]heptan-3-yl)-1,3,4-thiadiazol-2-yl)-4-(((R)-1-cyanoethyl)amino)pyridin-2-yl)pyrrolo[1,2-b]pyridazine-3-carbonitrile